P(O)(=O)(OP(=O)(O)O)OC[C@@H]1[C@H]([C@H]([C@@H](O1)N1C=NC=2C(=O)NC(N)=NC12)O)O guanosine diphosphate